bis(p-nitrophenyl) phosphorazidate P(OC1=CC=C(C=C1)[N+](=O)[O-])(OC1=CC=C(C=C1)[N+](=O)[O-])(=O)N=[N+]=[N-]